C1(CC1)COC1=C(C=C(C=C1F)F)CNC(=O)C=1C(=NC=C(C1)C=1C=CC=2N(N1)C=C(N2)NC(COC)=O)OC N-{[2-(cyclopropylmethoxy)-3,5-difluorophenyl]methyl}-2-methoxy-5-[2-(2-methoxyacetamido)imidazo[1,2-b]pyridazin-6-yl]pyridine-3-carboxamide